2-(5-fluoro-2-methoxypyridin-4-yl)-2-methylmalonic acid dibenzyl ester C(C1=CC=CC=C1)OC(C(C(=O)OCC1=CC=CC=C1)(C)C1=CC(=NC=C1F)OC)=O